C(C)(C)(C)OC(=O)N1CCC(CC1)N1C(NC(C1)=O)=O 1-(1-tert-butoxycarbonylpiperidin-4-yl)-2,4-imidazolinedione